3-[6-[1-(2,4-difluorophenyl)-4-hydroxy-pyrazolo[3,4-d]pyrimidin-6-yl]-3,6-diazabicyclo[3.1.1]heptan-3-yl]propanenitrile FC1=C(C=CC(=C1)F)N1N=CC=2C1=NC(=NC2O)N2C1CN(CC2C1)CCC#N